(S)-1-(3-(4-amino-3-((2-cyclopropyl-6-fluoro-1-methyl-1H-benzo[d]imidazol-5-yl)ethynyl)-7-(thiazol-2-yl)-1H-pyrazolo[4,3-c]pyridin-1-yl)pyrrolidin-1-yl)prop-2-en-1-one NC1=NC=C(C2=C1C(=NN2[C@@H]2CN(CC2)C(C=C)=O)C#CC2=CC1=C(N(C(=N1)C1CC1)C)C=C2F)C=2SC=CN2